1-Phenyltricyclo[3.3.1.03,7]nonane-3-carboxylic acid C1(=CC=CC=C1)C12CC3(CC(CC3C1)C2)C(=O)O